C1(=O)NC(=O)NC(=O)N1 triazine-2,4,6(1h,3h,5h)-trione